5-pyrimidinyl alcohol N1=CN=CC(=C1)O